Cl.ClCC1=NC(=CC=C1)CCl 2,6-bis(chloromethyl)pyridine hydrochloride